((4aR,6R,7R,8aR)-7-methoxy-2,2-dimethyl-8-(4-(3,4,5-trifluorophenyl)-1H-1,2,3-triazol-1-yl)hexahydropyrano[3,2-d][1,3]dioxin-6-yl)methanesulfonic acid methyl ester COS(=O)(=O)C[C@H]1[C@@H](C([C@H]2OC(OC[C@H]2O1)(C)C)N1N=NC(=C1)C1=CC(=C(C(=C1)F)F)F)OC